C(C)(C)(C)OC(=O)N1C[C@@H]([C@H](C1)F)NC1=NC(=CC=C1)C1=CN=C2N1N=C(C(=C2)OC)C(F)F (3S,4S)-3-((6-(6-(difluoromethyl)-7-methoxyimidazo[1,2-b]pyridazin-3-yl)pyridin-2-yl)amino)-4-fluoropyrrolidine-1-carboxylic acid tert-butyl ester